3-Bromoimidazo[1,2-a]pyridine-8-carbonitrile BrC1=CN=C2N1C=CC=C2C#N